ClC1=C(C=C2C(=NC=NC2=C1)N1CCN(CC1)C(C=C)=O)C=1SC(=CC1)Cl 1-(4-(7-chloro-6-(5-chlorothiophen-2-yl)quinazolin-4-yl)piperazin-1-yl)prop-2-en-1-one